[Pd+2].C1(=CC=CC=C1)P(C1=CC=CC=C1)C1=CC=CC=C1.C1(=CC=CC=C1)P(C1=CC=CC=C1)C1=CC=CC=C1.C1(=CC=CC=C1)P(C1=CC=CC=C1)C1=CC=CC=C1.C1(=CC=CC=C1)P(C1=CC=CC=C1)C1=CC=CC=C1 tetrakis(triphenylphosphine) palladium(II)